FC=1C(=CC=2C3=C(N=NC2C1)N(C(N3C(C)C)=O)C)C=3C=NC(=CC3)[C@@H](C)OCCN3CC(CC3)OC(F)(F)F 7-fluoro-1-isopropyl-3-methyl-8-(6-((1R)-1-(2-(3-(trifluoromethoxy)pyrrolidin-1-yl)ethoxy)ethyl)pyridin-3-yl)-1H-imidazo[4,5-c]cinnolin-2(3H)-one